tert-Butyl (4-(3-formylphenoxy)phenyl)carbamate C(=O)C=1C=C(OC2=CC=C(C=C2)NC(OC(C)(C)C)=O)C=CC1